CN1CCN(CC1)C1CCN(CC1)C1=CC=C(C=C1)NC=1N=C(C2=C(N1)NC=C2)N2OCC[C@H]2C2=CC=CC=C2 (S)-N-(4-(4-(4-methylpiperazin-1-yl)piperidin-1-yl)phenyl)-4-(3-phenylisoxazolidin-2-yl)-7H-pyrrolo[2,3-d]pyrimidin-2-amine